(S)-3-((S)-sec-butyl)-3,4-dihydropyrido[2,3-b]pyrazin-2(1H)-one [C@H](C)(CC)[C@H]1C(NC2=C(N1)N=CC=C2)=O